2-Methyl-2-penten-1-ol CC(CO)=CCC